tris(2-ethylhexyl) borate B(OCC(CCCC)CC)(OCC(CCCC)CC)OCC(CCCC)CC